C(C)(C)(C)C1=CC=C(C=C1)N(C(=O)[C@@H]1NC[C@@H](C1)OC)C(C(NC1CCOCC1)=O)C=1C=NC=CC1 (2R,4R)-N-(4-tert-butylphenyl)-4-methoxy-N-[2-oxo-1-(3-pyridyl)-2-(tetrahydropyran-4-ylamino)ethyl]pyrrolidine-2-carboxamide